NSCOC1=CC(=C(C(=C1)C(=O)NC)NC(=O)C1=CC(=NN1C1=NC=CC=C1Cl)Br)C N-[4-(aminothiomethoxy)-2-methyl-6-[(methylamino)carbonyl]phenyl]-3-bromo-1-(3-chloro-2-pyridyl)-1H-pyrazole-5-carboxamide